1-bromo-4-(1,1-difluoroethyl)benzene 2-(4-chlorophenyl)-propan-2-yldithiocarbamate ClC1=CC=C(C=C1)C(C)(C)NC(S)=S.BrC1=CC=C(C=C1)C(C)(F)F